FC1=NC(=C2N=CN(C2=N1)C1OCC1)NCC1=CC(=CC(=C1)O)O 2-fluoro-6-[(3,5-dihydroxybenzyl)amino]-9-(oxetan-2-yl)-9H-purine